(S)-5-methyl-4-(3-methylpiperazin-1-yl)-N-(quinoxalin-6-ylmethyl)pyridin-3-amine CC=1C(=C(C=NC1)NCC=1C=C2N=CC=NC2=CC1)N1C[C@@H](NCC1)C